1-(1'-ethyl-4-methyl-1-phenyl-1h,1'h-[3,4'-bipyrazole]-5-yl)-3-((3s,4r)-4-(4-fluorophenyl)-1-(2-methoxyethyl)pyrrolidin-3-yl)urea C(C)N1N=CC(=C1)C1=NN(C(=C1C)NC(=O)N[C@@H]1CN(C[C@H]1C1=CC=C(C=C1)F)CCOC)C1=CC=CC=C1